O=C1C=C(C=NN1CCC(=O)OCC)C1=NC=CC=N1 ethyl 3-(6-oxo-4-pyrimidin-2-yl-pyridazin-1-yl)propanoate